CC=1NC2=C(C=CC(=C2C1C)C1=C(C(=CC=C1)NC(C=C(C)C)=O)C)C(=O)N 2,3-dimethyl-4-(2-methyl-3-(3-methylbut-2-enamido)phenyl)-1H-indole-7-carboxamide